CC1(CCC2(C3=CC=CC=C13)C1=CC=CC=C1C=1C=CC(=CC12)N(C1=CC2=C(OC3=C2C=CC=C3)C=C1)C1=CC=3C(C2=CC=CC=C2C3C=C1)(C)C)C N-(4',4'-dimethyl-3',4'-dihydro-2'H-spiro[fluorene-9,1'-naphthalen]-2-yl)-N-(9,9-dimethyl-9H-fluoren-2-yl)dibenzo[b,d]furan-2-amine